2-((1-(6-methyl-4-oxo-2-(1-(2,2,2-trifluoroacetyl)piperidin-4-yl)-4H-chromen-8-yl)ethyl)amino)benzoic acid CC=1C=C2C(C=C(OC2=C(C1)C(C)NC1=C(C(=O)O)C=CC=C1)C1CCN(CC1)C(C(F)(F)F)=O)=O